CC=1C(=C(C(=O)OCC2=NC(=CN=C2)C2=CC(=C(C=C2)OC(F)F)OCC2CC2)C=C(C1C(F)(F)F)F)NC1=C(C(=C(C=C1)F)F)C=O (6-(3-(cyclopropylmethoxy)-4-(difluoromethoxy)phenyl)pyrazin-2-yl)methanol Methyl-2-((3,4-difluoro-2-formylphenyl)amino)-5-fluoro-4-(trifluoromethyl)-benzoate